C(C)C=CCC(=O)O.C(C)(=O)OC=C.C=C ethylene vinyl acetate (ethylvinyl acetate)